N-[(3-bromo-6-chloropyridin-2-yl)methyl]carboxamide BrC=1C(=NC(=CC1)Cl)CNC=O